2-[3-(6-methyl-2-pyridyl)-1H-pyrazol-4-yl]-7-(5,6,7,8-tetrahydroimidazo[1,5-a]pyrazin-3-yl)-1,5-naphthyridine CC1=CC=CC(=N1)C1=NNC=C1C1=NC2=CC(=CN=C2C=C1)C1=NC=C2N1CCNC2